3-(4-(4-(2-(2-aminopyridin-3-yl)-5-phenyl-3H-imidazo[4,5-b]pyridin-3-yl)benzyl)piperazine-1-carbonyl)pyrazine-2-carbonitrile NC1=NC=CC=C1C1=NC=2C(=NC(=CC2)C2=CC=CC=C2)N1C1=CC=C(CN2CCN(CC2)C(=O)C=2C(=NC=CN2)C#N)C=C1